(2-methoxy-4-(trifluoromethyl)phenyl)(1-trityl-1H-imidazol-2-yl)methanone 8-Benzyl-2-(2-fluorobenzyl)-6-phenylimidazo[1,2-a]pyrazin-3-yl-acetat C(C1=CC=CC=C1)C=1C=2N(C=C(N1)C1=CC=CC=C1)C(=C(N2)CC2=C(C=CC=C2)F)CC(=O)O.COC2=C(C=CC(=C2)C(F)(F)F)C(=O)C=2N(C=CN2)C(C2=CC=CC=C2)(C2=CC=CC=C2)C2=CC=CC=C2